pentacosan-13-yl 9-(methoxy(methyl)amino)-9-oxononanoate CON(C(CCCCCCCC(=O)OC(CCCCCCCCCCCC)CCCCCCCCCCCC)=O)C